N-(2-oxo-2-((2-oxoethyl)amino)ethyl)acetamide O=C(CNC(C)=O)NCC=O